AMMONIA CARBON [C].N